FC1(C2=C(C(=NC1(C)C)C=1C=NC3=CC=CC=C3C1)SC=C2)F 3-(4,4-difluoro-5,5-dimethyl-4,5-dihydrothieno[2,3-c]pyridin-7-yl)quinoline